C(#C)C1=CC(=CC(=C1)C#C)C#C 1,3,5-Triethynyl-Benzene